[NH4+].OCCS(=O)(=O)[O-] hydroxyethyl-sulfonate ammonium salt